(4-amino-3,5-difluoro-phenyl)-[8-[4-methoxy-1,2-dimethyl-6-(trifluoromethyl)benzimidazol-5-yl]indolizin-3-yl]methanone NC1=C(C=C(C=C1F)C(=O)C1=CC=C2C(=CC=CN12)C1=C(C2=C(N(C(=N2)C)C)C=C1C(F)(F)F)OC)F